tert-butyl 4-[5-[(4R)-4-methyl-2-oxo-1,3,4,5-tetrahydro-1,5-benzodiazepin-6-yl]-3-(1-methylpyrazol-4-yl)indazol-1-yl]piperidine-1-carboxylate C[C@H]1NC2=C(NC(C1)=O)C=CC=C2C=2C=C1C(=NN(C1=CC2)C2CCN(CC2)C(=O)OC(C)(C)C)C=2C=NN(C2)C